ClC=1C=C(C=CC1)N(C1=C(C=C(C(=C1)C)N=CN1CCCCC1)C)C N-(3-Chlorophenyl)-N,2,5-trimethyl-4-((piperidin-1-ylmethylene)amino)aniline